[6-[5-(1-hydroxycyclopropyl)-4H-1,2,4-triazol-3-yl]-2-azaspiro[3.3]heptan-2-yl]-[7-[[3-(trifluoromethyl)-1-bicyclo[1.1.1]pentanyl]sulfonyl]-2,7-diazaspiro[3.5]nonan-2-yl]methanone OC1(CC1)C=1NC(=NN1)C1CC2(CN(C2)C(=O)N2CC3(C2)CCN(CC3)S(=O)(=O)C32CC(C3)(C2)C(F)(F)F)C1